C1(=CC=CC=C1)C1=NC(=NC(=N1)C1=CC=CC=C1)C=1C=C(C(=C(C1)C=1C=CC=2N(C3=CC=CC=C3C2C1)C1=CC=CC=C1)C1=CC(=NC(=C1)C1=CC=CC=C1)C1=CC=CC=C1)C=1C=CC=2N(C3=CC=CC=C3C2C1)C1=CC=CC=C1 3,3'-(5-(4,6-diphenyl-1,3,5-triazin-2-yl)-2-(2,6-diphenylpyridin-4-yl)-1,3-phenylene)bis(9-phenyl-9H-carbazole)